CN(CCN1N=C(C=C1)S(=O)(=O)N)C 1-(2-(dimethylamino)ethyl)-1H-pyrazole-3-sulfonamide